ClC1=CC(=CC2=C1N=C(S2)C2=C1N=CC(=NC1=CC(=C2)C)OC)OCCNS(=O)(=O)C2=CC=CC=C2 N-(2-((4-chloro-2-(2-methoxy-7-methylquinoxalin-5-yl)benzo[d]thiazol-6-yl)oxy)ethyl)benzenesulfonamide